C1N(CC2C1CNC2)CCCNC2=CC(=NC1=CC=CC=C21)C2=CC=C(C=C2)OC N-(3-(Hexahydropyrrolo[3,4-c]pyrrol-2(1H)-yl)propyl)-2-(4-methoxyphenyl)quinolin-4-amine